6-(2-Fluoro-3-methoxyphenyl)-N-((1r,3r)-3-methoxycyclobutyl)-5-methyl-2-(1-methyl-1H-imidazol-2-yl)thieno[2,3-d]pyrimidin-4-amine FC1=C(C=CC=C1OC)C1=C(C2=C(N=C(N=C2NC2CC(C2)OC)C=2N(C=CN2)C)S1)C